(R)-(1,3-dimethyl-azetidin-3-yl)-(4-isopropyl-phenyl)-[(1s,4s)-5-(2-oxa-5-aza-bicyclo[2.2.1]hept-5-yl)-pyridin-3-yl]-methanol CN1CC(C1)(C)[C@@](O)(C=1C=NC=C(C1)N1[C@@H]2CO[C@H](C1)C2)C2=CC=C(C=C2)C(C)C